FC(C=1C=C2C(=NC(=NC2=C(C1)C(F)(F)F)O)O)(F)F 6,8-bis(trifluoromethyl)quinazoline-2,4-diol